CN(CCCC[C@H](NC([C@@H](NC(OCC1C2=CC=CC=C2C=2C=CC=CC12)=O)C(C)C)=O)C(NCC(NCOCC(=O)O)=O)=O)C (5S,8S)-8-(4-(dimethylamino)butyl)-1-(9H-fluoren-9-yl)-5-isopropyl-3,6,9,12-tetraoxo-2,15-dioxa-4,7,10,13-tetraazaheptadecan-17-oic acid